N-(3-chloro-2-fluorophenyl)-N-(3,4-dimethoxybenzyl)-7-methoxy-6-nitro-quinazolin-4-amine ClC=1C(=C(C=CC1)N(C1=NC=NC2=CC(=C(C=C12)[N+](=O)[O-])OC)CC1=CC(=C(C=C1)OC)OC)F